C[C@@H](C(N1CC(CCC1)C1=NOCC(O1)CN1CCCCC1)=O)NC(OC(C)(C)C)=O rac-tert-Butyl N-[(1S)-1-methyl-2-oxo-2-[3-[5-(1-piperidylmethyl)-5,6-dihydro-1,4,2-dioxazin-3-yl]-1-piperidyl]ethyl]carbamate